C1(CC1)C=1N=CN(C1)C1CC2(CN(C2)C(=O)N2CC(C2)C2=CC=C(C=C2)C2(CC2)C(F)(F)F)C1 [6-(4-cyclopropylimidazol-1-yl)-2-azaspiro[3.3]heptan-2-yl]-[3-[4-[1-(trifluoromethyl)cyclopropyl]phenyl]azetidin-1-yl]methanone